2-(2-hydroxyphenyl)-5-amino-2H-benzotriazole OC1=C(C=CC=C1)N1N=C2C(=N1)C=CC(=C2)N